C(C1=CC=CC=C1)OC(=O)N[C@@H](CC1=CNC2=CC=CC=C12)C(=O)N[C@@H](CCC(=O)OCC1=CC=CC=C1)C(=O)OC(C)C 5-Benzyl 1-isopropyl ((benzyloxy)carbonyl)-L-tryptophyl-L-glutamate